ClC=1C=C(C=CC1)C(CC(=O)C1=CC(=CC=C1)Cl)=O 1,3-bis(3-chlorophenyl)propane-1,3-dione